C1(=CC=CC=C1)C1=NN=C(O1)C1=CN=CS1 5-(5-phenyl-1,3,4-oxadiazol-2-yl)thiazole